5-amino-2-((1-methylpiperidin-4-yl)oxy)benzonitrile NC=1C=CC(=C(C#N)C1)OC1CCN(CC1)C